tert-butyl (R)-4-((3-(1-((8-((6-(1,3-dioxolan-2-yl)hexyl)oxy)-1-methyl-6-morpholino-2-oxo-1,2-dihydroquinazolin-4-yl)amino)ethyl)-2-fluorophenyl)difluoromethyl)piperidine-1-carboxylate O1C(OCC1)CCCCCCOC=1C=C(C=C2C(=NC(N(C12)C)=O)N[C@H](C)C=1C(=C(C=CC1)C(C1CCN(CC1)C(=O)OC(C)(C)C)(F)F)F)N1CCOCC1